3-((1R,5S,8s)-3-(5-bromo-1,3,4-thiadiazol-2-yl)-3-azabicyclo[3.2.1]Oct-8-yl)oxazolidin-2-one BrC1=NN=C(S1)N1C[C@H]2CC[C@@H](C1)C2N2C(OCC2)=O